COC(CNC(=NC(C)C)NC(C)C)C 1-(2-methoxy-propyl)-2,3-diisopropylguanidine